2-(4-aminophenyl)-1,3-benzoxazole-6-amine NC1=CC=C(C=C1)C=1OC2=C(N1)C=CC(=C2)N